N-((3R,4S)-4-((6-(2,6-dichloro-3,5-dimethoxyphenyl)-8-(phenethylamino)pyrido[3,4-d]pyrimidin-2-yl)amino)tetrahydrofuran-3-yl)acrylamide ClC1=C(C(=C(C=C1OC)OC)Cl)C1=CC2=C(N=C(N=C2)N[C@H]2[C@H](COC2)NC(C=C)=O)C(=N1)NCCC1=CC=CC=C1